OC1=C(C=C(C=C1)/C=C/CO[C@H]1CC=2C=C3C=CC(OC3=CC2OC1(C)C)=O)OC (S,E)-7-((3-(4-hydroxy-3-methoxyphenyl)allyl)oxy)-8,8-dimethyl-7,8-dihydro-2H,6H-pyrano[3,2-g]chromen-2-one